1-(6,7-dimethylpyrazolo[1,5-a]pyridin-3-yl)-4,4-difluoro-3,3-dimethyl-isoquinoline CC=1C=CC=2N(C1C)N=CC2C2=NC(C(C1=CC=CC=C21)(F)F)(C)C